C12CN(CC(CC1)N2)C2=CC(N(C1=C(C(=NC=C21)C2=CC(=CC1=CC=C(C(=C21)C#C)F)O)F)C)=O 4-(3,8-Diazabicyclo[3.2.1]octan-3-yl)-7-(8-ethynyl-7-fluoro-3-hydroxynaphthalen-1-yl)-8-fluoro-1-methyl-1,6-naphthyridin-2(1H)-one